ClC=1C=C(C=C(C1)NS(=O)(=O)C)NC(=O)C=1SC(=C(C1)C1=NC=CC=C1)CC N-(3-chloro-5-(methylsulfonamido)phenyl)-5-ethyl-4-(pyridin-2-yl)thiophene-2-carboxamide